N-[4-fluoro-2-[(1S,2S)-2-methoxycyclohexyloxy]phenyl]-5-methyl-pyrrolo[3,2-d]pyrimidin-4-amine FC1=CC(=C(C=C1)NC=1C2=C(N=CN1)C=CN2C)O[C@@H]2[C@H](CCCC2)OC